Cl.N1CCCC1 pyrrolidine HCl